5-(bromomethyl)-2-(3-fluoro-5-methoxyphenyl)pyrimidine BrCC=1C=NC(=NC1)C1=CC(=CC(=C1)OC)F